Cl[SiH]1C2=C(C3=C1C=CC=C3)C=CC=C2 5-chloro-dibenzo[b,d]silole